NC1=C2NC(N(C2=NC(=N1)S(=O)CC)CC1=CC=C(C=C1)Cl)=O 6-amino-9-(4-chlorobenzyl)-2-ethylsulfinyl-7H-purin-8-one